(R)-N-((2,2-dimethyl-1,3-dioxacyclopentane-4-yl)methyl)-2-((2-fluoro-4-iodophenyl)amino)-1-methyl-1H-pyrrolo[2,3-b]pyridine-3-carboxamide CC1(OC[C@H](O1)CNC(=O)C1=C(N(C2=NC=CC=C21)C)NC2=C(C=C(C=C2)I)F)C